C(C)OC(CCC(=O)C1=NC(=CC=C1O)C)=O 4-(3-Hydroxy-6-methyl-pyridin-2-yl)-4-oxo-butyric acid ethyl ester